bromo-4-(difluoromethoxy)-2-methoxybenzene BrC1=C(C=C(C=C1)OC(F)F)OC